1,1,3,3-tetramethylthiourea hexafluorophosphate F[P-](F)(F)(F)(F)F.CN(C(=S)N(C)C)C